5-(imidazo[1,2-a]pyridin-6-yl)-N-(pyridin-4-yl)-7H-pyrrolo[2,3-d]pyrimidin-2-amine N=1C=CN2C1C=CC(=C2)C2=CNC=1N=C(N=CC12)NC1=CC=NC=C1